ClC=1C=C(C=C(C1)NS(=O)(=O)C)NC(=O)C1=CN(C(=C1)C)C1=NC=C(C=C1)N1CC(N(CC1)C)=O N-(3-chloro-5-(methylsulfonamido)phenyl)-5-methyl-1-(5-(4-methyl-3-oxopiperazin-1-yl)pyridin-2-yl)-1H-pyrrole-3-carboxamide